ON=C(C(C)P(O)(=O)CC)C (3-(hydroxyimino)butan-2-yl)(ethyl)phosphinic acid